3-[6-Amino-8-(6-iodo-benzo[1,3]dioxol-5-ylsulfanyl)-purin-9-yl]-N-isobutyl-propionamide NC1=C2N=C(N(C2=NC=N1)CCC(=O)NCC(C)C)SC1=CC2=C(OCO2)C=C1I